C(C)(C)OC(C)(C)C=1N=C(SC1)NC(N(CCC1=CC=NC=C1)C)=O 3-(4-(2-isopropoxyprop-2-yl)thiazol-2-yl)-1-methyl-1-(2-(pyridin-4-yl)ethyl)urea